FC1=C(C(=CC2=C1C=C(S2)C(CCC(=O)O)=O)OC)O 4-(4-fluoro-5-hydroxy-6-methoxy-benzothiophen-2-yl)-4-oxo-butanoic acid